C1(=CC=CC=C1)C1=CC=C2C(=N1)N(C(=N2)C=2C(=NC=CC2)N)C2=CC=C(C=C2)C2CCNCC2 3-(5-phenyl-3-(4-(piperidin-4-yl)phenyl)-3H-imidazo[4,5-b]pyridin-2-yl)pyridin-2-amine